(6-fluorofuro[3,2-b]pyridin-2-yl)-trimethyl-silane Methyl-4-[(1S)-1-[[4-[2-(3-methylphenoxy)ethylamino]tetrahydropyran-4-carbonyl]amino]ethyl]benzoate COC(C1=CC=C(C=C1)[C@H](C)NC(=O)C1(CCOCC1)NCCOC1=CC(=CC=C1)C)=O.FC=1C=C2C(=NC1)C=C(O2)[Si](C)(C)C